N-(furan-2-ylmethyl)-1-(((methylamino)oxy)carbonyl)-8-phenylimidazo[1,5-c]pyrimidin-5-amine O1C(=CC=C1)CNC1=NC=C(C=2N1C=NC2C(=O)ONC)C2=CC=CC=C2